non-2,6-dienenitrile C(C=CCCC=CCC)#N